IC1=NN(C2=C(C=CC=C12)C)C=1C=CC(=NC1)N1[C@H]2C[C@@H]([C@@H](C1)CC2)C(=O)OC Methyl (1R,4S,5S)-2-[5-(3-iodo-7-methyl-1H-indazol-1-yl)pyridin-2-yl]-2-azabicyclo[2.2.2]octane-5-carboxylate